α,α-divinyl-γ-caprolactone C(=C)C1(C(=O)OC(C1)CC)C=C